1-tert-butyl-4-ethylpiperidine-1,4-dicarboxylate CCOC(=O)C1CCN(CC1)C(=O)OC(C)(C)C